adamantylether C12(CC3CC(CC(C1)C3)C2)OC23CC1CC(CC(C2)C1)C3